(E)-4-(2-((2-toluenesulfonylhydrazino)methyl)-5-(trifluoromethyl)phenyl)piperazine-1-carboxylic acid tert-butyl ester C(C)(C)(C)OC(=O)N1CCN(CC1)C1=C(C=CC(=C1)C(F)(F)F)CNNS(=O)(=O)CC1=CC=CC=C1